methyl N-[5-({4-[(2S)-2-[(8-{6-[(dimethylamino)methyl]pyridin-3-yl}quinazolin-4-yl)amino]propyl]piperazin-1-yl}sulfonyl)-4-methyl-1,3-thiazol-2-yl]carbamate CN(C)CC1=CC=C(C=N1)C=1C=CC=C2C(=NC=NC12)N[C@H](CN1CCN(CC1)S(=O)(=O)C1=C(N=C(S1)NC(OC)=O)C)C